2-Chloro-α-(1-chlorocyclopropyl)-α-(chloromethyl)-phenethyl alcohol ClC1=C(CC(CCl)(C2(CC2)Cl)O)C=CC=C1